[Mo].[Cr].[Co] cobalt-chromium molybdenum